FC1=C(C(=CC=C1)F)C1=C2C(=NC(=C1)C)ON=C2N2C(N1[C@H](C2)C([C@@H](C1)NS(=O)(=O)CC)(F)F)=O N-{(6R,7aR)-2-[4-(2,6-difluorophenyl)-6-methyl[1,2]oxazolo[5,4-b]pyridin-3-yl]-7,7-difluoro-3-oxohexahydro-1H-pyrrolo[1,2-c]imidazol-6-yl}ethanesulfonamide